4-(3-Cyclohexylpropoxy)-7H-furo[3,2-g][1]benzopyran-7-one C1(CCCCC1)CCCOC1=C2C(=CC3=C1C=CC(O3)=O)OC=C2